7-bromo-N-(4-(chlorodifluoromethoxy)phenyl)-2-(2-hydroxyethyl)-1,1-dimethyl-3-oxoisoindoline-5-carboxamide BrC=1C=C(C=C2C(N(C(C12)(C)C)CCO)=O)C(=O)NC1=CC=C(C=C1)OC(F)(F)Cl